C(CCCCCCCC=CCCCCCCCC)(=O)[O-] octadeca-9-enoate